BrC1=CN(C(C2=C1N=C(N=C2)S(=O)C)=O)C2=C(C=C(C=C2Cl)C)Cl 8-bromo-6-(2,6-dichloro-4-methyl-phenyl)-2-methylsulfinyl-pyrido[4,3-d]pyrimidin-5-one